(piperidin-4-yl)isoquinolin-6-amine hydrochloride Cl.N1CCC(CC1)C1=NC=CC2=CC(=CC=C12)N